NC1=NC=CC2=CC=C(C=C12)C1=CC=C2CC[C@H](C2=C1)OC1=C(C=CC(=C1)C(F)(F)F)CC(=O)OCC (R)-ethyl 2-(2-((6-(1-aminoisoquinolin-7-yl)-2,3-dihydro-1H-inden-1-yl)oxy)-4-(trifluoromethyl)phenyl)acetate